(4-cyano-2-methoxy-phenyl)-2,8-dimethyl-5-oxo-1,4,5,6-tetrahydro-[1,6]naphthyridine-3-carboxylate C(#N)C1=CC(=C(C=C1)OC(=O)C1=C(NC=2C(=CNC(C2C1)=O)C)C)OC